COP(OC)(=O)COCCOC dimethyl(2-methoxyethoxy)methylphosphonate